[N+](=O)([O-])C=1C=C2C=NN(C2=CC1)CCCNC(OC(C)(C)C)=O tert-butyl (3-(5-nitro-1H-indazol-1-yl)propyl)carbamate